ethyl-1-(3-chloropyridin-2-yl)-3-((1,1-dioxothietan-3-yl) oxy)-4,5-dihydro-1H-pyrazole-5-carboxylate C(C)OC(=O)C1CC(=NN1C1=NC=CC=C1Cl)OC1CS(C1)(=O)=O